1-[2-cyano-4-(trifluoromethyl)phenyl]-4-[6-(1-methyl-1H-pyrrol-2-yl)pyridine-3-yl]-N-[(3S)-pyrrolidin-3-yl]Piperidine-4-carboxamide C(#N)C1=C(C=CC(=C1)C(F)(F)F)N1CCC(CC1)(C(=O)N[C@@H]1CNCC1)C=1C=NC(=CC1)C=1N(C=CC1)C